S1C(SCCC1)C1=NN(C=C1C1=CC=CC=C1)C1=CC=C(C=C1)F 3-(1,3-dithian-2-yl)-1-(4-fluorophenyl)-4-phenyl-1H-pyrazole